BrC1=CC=C(C=C1)N1N=C(C(=N1)[C@H]1OCC(N1CCC1=CC2=CC(N=C2C=C1)=O)=O)C1=CC=C(C=C1)F (2R)-2-(2-(4-bromophenyl)-5-(4-fluorophenyl)-2H-1,2,3-triazol-4-yl)-3-(2-(2-oxoindol-5-yl)ethyl)oxazolidin-4-one